Ethyl 2-(5-bromobenzofuran-3-yl)propanoate BrC=1C=CC2=C(C(=CO2)C(C(=O)OCC)C)C1